(R)-1-(2,3-difluorophenyl)propan-1-amine FC1=C(C=CC=C1F)[C@@H](CC)N